ClC1=C(C=CC(=C1)SC(F)F)NC(CN1C=2N(C(C(=C1CC)N1CCNCC1)=O)N=C(N2)C=2C=CC1=C(CCO1)C2)=O N-(2-Chloro-4-((difluoromethyl)thio)phenyl)-2-(2-(2,3-dihydrobenzofuran-5-yl)-5-ethyl-7-oxo-6-(piperazin-1-yl)-[1,2,4]triazolo[1,5-a]pyrimidin-4(7H)-yl)acetamide